FC(C(=O)O)(F)F.C(CCC)N1CN(C=C1)C 1-butyl-3-methylimidazole trifluoroacetate